FC(C1=NC=CC(=N1)NC(=O)C1CC12CCN(CC2)C(=O)OC(C)(C)C)(F)F t-butyl 1-((2-(trifluoromethyl)pyrimidin-4-yl)carbamoyl)-6-azaspiro[2.5]octane-6-carboxylate